FC1=CC2=C(O[C@H](C3=NC=CC=C3O2)CNC)C=C1 |o1:6| (S*)-1-(7-fluoro-11H-benzo[2,3][1,4]dioxepino[6,5-b]pyridin-11-yl)-N-methylmethanamine